6-((1,3-dimethyl-2-oxo-2,3-dihydro-1H-benzo[d]imidazol-5-yl)amino)-3-methylbenzo[d]oxazol-2(3H)-one CN1C(N(C2=C1C=CC(=C2)NC2=CC1=C(N(C(O1)=O)C)C=C2)C)=O